C(C)OCCC1C(CCCC1)=O (2-ethoxyethyl)cyclohexanone